C(C)(C)(C)NC1=NC=2N(C(=N1)C=1OC=CC1)N=CC2C(O)C2=CC(=CC=C2)F (2-(tert-butylamino)-4-(furan-2-yl)pyrazolo[1,5-a][1,3,5]triazin-8-yl)(3-fluorophenyl)methanol